(2-(2',6'-dimethyl-[2,4'-bipyridin]-6-yl)-1,6-naphthyridin-7-yl)methanamine CC1=NC(=CC(=C1)C1=NC(=CC=C1)C1=NC2=CC(=NC=C2C=C1)CN)C